6'-amino-5-fluoro-[3,4'-bipyridine]-3'-carbonitrile NC1=CC(=C(C=N1)C#N)C=1C=NC=C(C1)F